(6-methylpyridin-3-yl)propionic acid CC1=CC=C(C=N1)C(C(=O)O)C